C(C)[C@@H]1[C@@H](/C=C(/[C@]23[C@@H](C[C@@H](C(O1)=O)OC)C=C[C@H]1[C@H](C=C(C([C@H]12)=O)C)O3)\C)C (3R,4R,7S,8aS,10aR,11R,14aR,14bS,E)-4-ethyl-7-methoxy-1,3,13-trimethyl-3,4,8,8a,10a,11-hexahydro-11,14b-epoxynaphtho[2,1-e]oxecine-6,14(7H,14aH)-dione